ClC1=C2C3(C(N(C2=CC=C1)CC)=O)CC(C3)O chloro-1'-ethyl-3-hydroxyspiro[cyclobutane-1,3'-indolin]-2'-one